ClC=1C=C2C(=CN=C(C2=CN1)NC)C(C)(C)O 2-(6-chloro-1-(methylamino)-2,7-naphthyridin-4-yl)propan-2-ol